(1-methyl-3-(pyridin-2-yl)-1H-pyrazol-4-yl)-6-(1H-pyrazol-5-yl)picolinamide Methyl-4-[1-[[3-[2-(3-chlorophenoxy)ethyl-methyl-amino]tetrahydrofuran-3-carbonyl]amino]cyclopropyl]benzoate COC(C1=CC=C(C=C1)C1(CC1)NC(=O)C1(COCC1)N(C)CCOC1=CC(=CC=C1)Cl)=O.CN1N=C(C(=C1)C=1C(=NC(=CC1)C1=CC=NN1)C(=O)N)C1=NC=CC=C1